1-N-[2-Bromo-6-methyl-4-(1,1,1,2,3,3,3-heptafluoropropan-2-yl)phenyl]-3-[N-(Cyclopropylmethyl)-3-methyl-4-cyanobenzamido]-2-fluorobenzamide BrC1=C(C(=CC(=C1)C(C(F)(F)F)(C(F)(F)F)F)C)NC(C1=C(C(=CC=C1)N(C(C1=CC(=C(C=C1)C#N)C)=O)CC1CC1)F)=O